C12C#CC(CC1)C2 bicyclo[2.2.1]heptane-2-yn